OC(C)(C)C1=NN(C=C1)C1=C(C#N)C=CC=C1 (3-(2-hydroxy-prop-2-yl)-1H-pyrazol-1-yl)benzonitrile